2-oxo-1-phenyl-pyridine-3-carboxamide O=C1N(C=CC=C1C(=O)N)C1=CC=CC=C1